CC1(CC(OC1)C=O)C 4,4-dimethyltetrahydrofuran-2-carbaldehyde